CN1C=NC2=C1C(=CC=C2)C 3,4-dimethylbenzimidazole